potassium 4-hydroxytridecanoate OC(CCC(=O)[O-])CCCCCCCCC.[K+]